C(CC1=NN(C(=N1)CC)CC1=CC=C(C=C1)C=C)C1=NN(C(=N1)CC)CC1=CC=C(C=C1)C=C 3,3'-ethylenebis[1-(4-vinylbenzyl)-5-ethyl-1H-1,2,4-triazole]